5-chloro-4-((1-methylpiperidin-4-yl)methoxy)-N-(4-morpholinophenyl)pyrimidin-2-amine ClC=1C(=NC(=NC1)NC1=CC=C(C=C1)N1CCOCC1)OCC1CCN(CC1)C